8-methyl-6-(trifluoromethyl)quinazoline-2,4(1H,3H)-dione CC=1C=C(C=C2C(NC(NC12)=O)=O)C(F)(F)F